2-Pyridin-2-yl-pyrimidine-5-carboxylic acid [(R)-1-(3-cyano-phenyl)-ethyl]-amide C(#N)C=1C=C(C=CC1)[C@@H](C)NC(=O)C=1C=NC(=NC1)C1=NC=CC=C1